[N+](=O)([O-])C1=CC=C(C=C1)C1=CN(C=2N=CN=C(C21)N)C2COC2 5-(4-nitrophenyl)-7-(oxetan-3-yl)-7H-pyrrolo[2,3-d]pyrimidin-4-amine